5-(4-chloro-2-fluorophenyl)-2,3-dimethyl-7-(2-(5-phenyl-1,2,4-oxadiazol-3-yl)-4-morpholinyl)pyrido[4,3-d]pyrimidin-4(3H)-one ClC1=CC(=C(C=C1)C1=NC(=CC=2N=C(N(C(C21)=O)C)C)N2CC(OCC2)C2=NOC(=N2)C2=CC=CC=C2)F